BrC1=CC=2N(C(=C1NC(=O)C1=CC(=NN1C1=NC=CC=C1Cl)Br)C(=O)NC(C)C1CC1)N=CC2 5-bromo-6-(3-bromo-1-(3-chloropyridin-2-yl)-1H-pyrazole-5-carboxamido)-N-(1-cyclopropylethyl)pyrazolo[1,5-a]pyridine-7-carboxamide